NCCC(C1=CC=CC=C1)NC1=NC(=CC=C1C(=O)O)N1C=NC2=C1C=C(C(=C2)OC)OC 2-[(3-amino-1-phenyl-propyl)amino]-6-(5,6-dimethoxybenzimidazol-1-yl)pyridine-3-carboxylic acid